1,8-bis(2-methylsulfanyl-phenyl)naphthalene CSC1=C(C=CC=C1)C1=CC=CC2=CC=CC(=C12)C1=C(C=CC=C1)SC